(S)-2-Amino-5-(2-hydroxyethylamino)-5-oxopentanoic acid N[C@H](C(=O)O)CCC(=O)NCCO